(5-chloro-2,4-difluoro-phenyl)-2,3-dihydro-1H-pyrrolo[2,3-c]pyridine-2-carboxamide ClC=1C(=CC(=C(C1)N1C(CC=2C1=CN=CC2)C(=O)N)F)F